N-(4-(2-(((1r,4r)-4-(dimethylamino)cyclohexyl)amino)-8-isopropyl-7-oxo-7,8-dihydropteridin-6-yl)-3-fluorophenyl)propane-1-sulfonamide CN(C1CCC(CC1)NC1=NC=2N(C(C(=NC2C=N1)C1=C(C=C(C=C1)NS(=O)(=O)CCC)F)=O)C(C)C)C